C(C1=CC=CC=C1)NC(N[C@H](C(=O)O)CCCCCCCC1=NC=2NCCCC2C=C1)=O (S)-2-(3-benzylureido)-9-(5,6,7,8-tetrahydro-1,8-naphthyridin-2-yl)nonanoic acid